2-piperazinenicotinonitrile N1C(CNCC1)C1=CC=NC=C1C#N